(S)-6-(1-benzyl-1H-pyrazole-4-carbonyl)-2-(1-(trifluoromethyl)cyclopropane-1-carbonyl)-2,6-diazaspiro[3.4]octane-8-carboxylic acid C(C1=CC=CC=C1)N1N=CC(=C1)C(=O)N1CC2(CN(C2)C(=O)C2(CC2)C(F)(F)F)[C@@H](C1)C(=O)O